2-azabicyclo[2.1.1]hexane-2-carboxylate C12N(CC(C1)C2)C(=O)[O-]